NC=1C=C(OC2=CC=C(C=C2)C(C)=O)C=CC1OC 1-(4-(3-amino-4-methoxyphenoxy)phenyl)ethan-1-one